C[C@H]1CC[C@@H](NC1)C=1C=C2CCCNC2=CC1 6-[(2R,5S)-5-methyl-2-piperidyl]-1,2,3,4-tetrahydroquinoline